C(CCCC)C1C2(N[C@@H](CS2)C(=O)OCC)CCC1 ethyl (±)-(3R)-6-pentyl-1-thia-4-azaspiro[4.4]nonane-3-carboxylate